methacryloyloxyethylhexadecylbipyridinium dichloride [Cl-].[Cl-].C(C(=C)C)(=O)OCCC=1C(=[N+](C=CC1)[N+]1=CC=CC=C1)CCCCCCCCCCCCCCCC